3-[4-(2-methylpyrazol-3-yl)phenyl]azetidine-1-carboxylic acid tert-butyl ester C(C)(C)(C)OC(=O)N1CC(C1)C1=CC=C(C=C1)C=1N(N=CC1)C